3-(5-(2-(2-aminoethoxy)ethoxy)-1,3-dioxo-2,3-dihydro-1H-phenalen-2-yl)piperidine-2,6-dione NCCOCCOC=1C=C2C(C(C(C=3C=CC=C(C1)C32)=O)C3C(NC(CC3)=O)=O)=O